α-benzoin oxime C1=CC=C(C=C1)C(/C(=N/O)/C2=CC=CC=C2)O